C1(=CC=CC=C1)P(C(C1=C(C=C(C=C1C)C)C)=O)(C(C1=C(C=C(C=C1C)C)C)=O)=O phenyl-di-(2,4,6-trimethylbenzoyl)phosphine oxide